[C@@H]1([C@H](O)[C@H](O)[C@@H](CO)O1)N1C=NC=2C([NH2]=O)=NC=NC12 adenosine N-oxide